[OH-].NC1=NC=2C=C(C(=CC2C2=C1N(N=C2)C)C(=O)O)Cl.[Li+] lithium 4-amino-7-chloro-3-methyl-3H-pyrazolo[3,4-c]quinoline-8-carboxylate hydroxide